N-(3,4-dichloro-2-fluoro-phenyl)-6-(3-methylpyrrolidin-3-yl)quinazolin-4-amine ClC=1C(=C(C=CC1Cl)NC1=NC=NC2=CC=C(C=C12)C1(CNCC1)C)F